FC=1C=C2C(=CN(C2=CC1)C1CCN(CC1)C)C 5-fluoro-3-methyl-1-(1-methylpiperidin-4-yl)-1H-indole